tert-butyl (R)-(((tert-butoxycarbonyl)amino)(3-((4-decylphenyl)carbamoyl)pyrrolidin-1-yl)methylene)carbamate C(C)(C)(C)OC(=O)NC(N1C[C@@H](CC1)C(NC1=CC=C(C=C1)CCCCCCCCCC)=O)=NC(OC(C)(C)C)=O